[3-ethyl-5-(trifluoromethyl)imidazole-4-yl]methanol C(C)N1C=NC(=C1CO)C(F)(F)F